C(C=C)(=O)OCCOC1=CC=C(C=C1)C1(C2=CC=CC=C2C=2C=CC=CC12)C1=CC=C(C=C1)OCCOC(C=C)=O 9,9-bis[4-(2-acryloyloxyethoxy)Phenyl]fluorene